COC=1C=C(C=CC1OCCCN1CCCCC1)NC1=NC=CC(=N1)NC1=CC=C2C3CCC(CC2=N1)N3C 2-[3-methoxy-4-(3-piperidinopropoxy)phenylamino]-4-(12-methyl-6,12-diazatricyclo[7.2.1.02,7]dodeca-2,4,6-trien-5-ylamino)pyrimidine